N[C@H](C(=O)O)CCN(CC1=C(C=CC=C1)OC1=C(C=CC=C1)F)CC1=C(C=CC=C1)OCC1=C(C=CC=C1)F (S)-2-amino-4-((2-((2-fluorobenzyl)oxy)benzyl)(2-(2-fluorophenoxy)benzyl)amino)butanoic acid